FC(C1=CC=C(C=C1)C(C1=CNC2=CC=CC=C12)C1=CNC2=CC=CC=C12)(F)F 3,3'-((4-(trifluoromethyl)phenyl)methylene)bis(1H-indole)